4-chloro-6-phenyl-2-(pyridin-2-yl)pyrimidine ClC1=NC(=NC(=C1)C1=CC=CC=C1)C1=NC=CC=C1